2-{(S)-1-[4-(3,3-difluoro-piperidin-1-ylmethyl)-phenyl]-ethylamino}-8-(2,2-dimethyl-propyl)-6-methoxy-8H-pyrido[2,3-d]pyrimidin-7-one FC1(CN(CCC1)CC1=CC=C(C=C1)[C@H](C)NC=1N=CC2=C(N1)N(C(C(=C2)OC)=O)CC(C)(C)C)F